anthracenyl-amine C1(=CC=CC2=CC3=CC=CC=C3C=C12)N